CC1=C(C=CC(=N1)CN[C@@H]1CC[C@H](CC1)C(=O)OC)[N+](=O)[O-] methyl trans-4-(((6-methyl-5-nitropyridin-2-yl)methyl)amino)cyclohexane-1-carboxylate